COC(=C)C1=C(C=CC=C1)C#CC1=C(N)C=CC(=C1)C 2-((2-(1-methoxyvinyl)phenyl)ethynyl)-4-methylaniline